[F-].C(C)[NH+]1CC(CCC1)CC 1,3-diethylpiperidinium fluoride